(R)-1-((7-Cyano-2-(3'-(7-(((S)-3-hydroxy-3-methylpyrrolidin-1-yl)methyl)-2-methylpyrido[3,2-d]pyrimidin-4-ylamino)-2,2'-dimethylbiphenyl-3-yl)benzo[d]oxazol-5-yl)methyl)pyrrolidin C(#N)C1=CC(=CC=2N=C(OC21)C=2C(=C(C=CC2)C2=C(C(=CC=C2)NC=2C1=C(N=C(N2)C)C=C(C=N1)CN1C[C@@](CC1)(C)O)C)C)CN1CCCC1